C1(=CC=CC=C1)C(CC(=O)O)N1N=CC2=CC(=CC=C12)OCCCC1=NC=2NCCCC2C=C1 3-phenyl-3-(5-(3-(5,6,7,8-tetrahydro-1,8-naphthyridin-2-yl)propoxy)-1H-indazol-1-yl)propionic acid